C1(=CC=CC=C1)C1CCC=2C1=NN(C2)C2=NC=CC(=N2)C#CC2=CN=C1N2N=CC=C1 3-((2-(6-phenyl-5,6-dihydrocyclopenta[c]pyrazol-2(4H)-yl)pyrimidine-4-yl)ethynyl)imidazo[1,2-b]pyridazine